Cl.BrC1=CC=C(C=C1)C1=NC(=NC(=C1)C1=CC=C(C=C1)OC)N=C(NCC1=CC=C(C=C1)O)N 2-(4-(4-bromophenyl)-6-(4-methoxyphenyl)pyrimidin-2-yl)-1-(4-hydroxy-benzyl)guanidine hydrochloride